C(C)OCCOC(C(=C)C#N)=O.C(C)(=O)N[C@H]1C[C@H](CCC1)C(=O)NC=1N=CC2=CC(=NC(=C2C1)NC(C)C)C#N (1S,3R)-3-acetamido-N-(7-cyano-5-(isopropylamino)-2,6-naphthyridin-3-yl)cyclohexane-1-carboxamide ethoxyethyl-α-cyanoacrylate